tert-butyl-(2R)-3-(2-amino-4-cyano-5-fluoro-phenyl)thio-2-(tert-butoxycarbonylamino)propanoic acid C(C)(C)(C)[C@@](C(=O)O)(CSC1=C(C=C(C(=C1)F)C#N)N)NC(=O)OC(C)(C)C